C(#N)CCCCC#N 1,4-DICYANOBUTANE